CCCCNC(=S)NCCCC N,N'-Di-n-butylthiourea